C(C)(C)(C)OC(=O)N1CCC(=CC1)C1=C(C=C(C=C1F)N)F 4-(4-amino-2,6-difluoro-phenyl)-3,6-dihydro-2H-pyridine-1-carboxylic acid tert-butyl ester